(S)-5-(2-cyano-6-fluorophenyl)-N-(1-cyclopropylethyl)-7-methylpyrazolo[1,5-a]Pyrimidine-3-carboxylic acid C(#N)C1=C(C(=CC=C1)F)C1=NC=2N(C(=C1)C)N(CC2C(=O)O)[C@@H](C)C2CC2